7-(1-(2-(trifluoromethyl)phenyl)piperidin-4-yl)-5-((3-(trifluoromethyl)pyridin-2-yl)methyl)pyrido[2,3-b]pyrazin-6(5H)-one FC(C1=C(C=CC=C1)N1CCC(CC1)C1=CC=2C(=NC=CN2)N(C1=O)CC1=NC=CC=C1C(F)(F)F)(F)F